O1C[C@@H](CC1)ON1N=CC=C1 (((R)-tetrahydrofuran-3-yl)oxy)-1H-pyrazol